C(C)(=O)OCC1=C(C(=CC=C1CC1NC(CC2=CC(=C(C=C12)OCC1=CC=CC=C1)OC)([2H])[2H])OC)OCC1=CC=CC=C1 2-(benzyloxy)-6-((7-(benzyloxy)-6-methoxy-1,2,3,4-tetrahydroisoquinolin-1-yl-3,3-d2) methyl)-3-methoxybenzyl acetate